O1CCN(CC1)C=1SC=2C(=NC=C(C2)NC(=O)C=2N=COC2)N1 N-(2-morpholinothiazolo[4,5-b]pyridin-6-yl)oxazole-4-carboxamide